7,8-Dihydroxy-2-methyl-3-(1-phenyl-1H-pyrazol-4-yl)-4H-chromen-4-one OC1=CC=C2C(C(=C(OC2=C1O)C)C=1C=NN(C1)C1=CC=CC=C1)=O